ClC1=CC=C(C=C1)C1=CC(=CC=C1)C1=CC=CC=2C3=CC(=C(C=C3C(C12)(C)C)C1=CC=CC=C1)C1=CC=CC=C1 1-(4'-chloro-[1,1'-biphenyl]-3-yl)-9,9-dimethyl-6,7-diphenyl-9H-fluorene